O1CCN(CC1)C=1C2=C(N=C(N1)N1N=CC(=C1)C1=CC=CC=C1)C=C(O2)C2=CC=NC=C2 4-morpholino-2-(4-phenylpyrazol-1-yl)-6-(4-pyridyl)furo[3,2-d]pyrimidine